ClC1=C(C=C(N=N1)C(=N)N(C)C)C (6-chloro-5-methylpyridazin-3-yl)-N,N-dimethylformamidine